(4-fluoro-2-nitro-phenyl)-5-methyl-1,3,4-oxadiazol-2-amine FC1=CC(=C(C=C1)NC=1OC(=NN1)C)[N+](=O)[O-]